N1(CCCCC1)CCCCOC1=C2CCNC(C2=CC=C1)=O 3,4-Dihydro-5-[4-(1-piperidinyl)butoxyl]-1(2H)-isoquinolone